1-((4-fluoropyridin-3-yl)methyl)-4-(5-(4,4,5,5-tetramethyl-1,3,2-dioxaborolan-2-yl)pyridin-2-yl)piperazine FC1=C(C=NC=C1)CN1CCN(CC1)C1=NC=C(C=C1)B1OC(C(O1)(C)C)(C)C